1,6-dihydroxynaphthalene benzyltriphenylphosphonium salt C(C1=CC=CC=C1)[P+](C1=CC=CC=C1)(C1=CC=CC=C1)C1=CC=CC=C1.OC1=CC=CC2=CC(=CC=C12)O